(3,5-dichloro-4-((3-ethyl-1H-indazol-5-yl)oxy)phenyl)-1,2,4-triazine-3,5(2H,4H)-dione ClC=1C=C(C=C(C1OC=1C=C2C(=NNC2=CC1)CC)Cl)N1N=CC(NC1=O)=O